ClC1=C(C=CC=C1)C1=NNC(=C1)C(=O)N1CCN(CC1)C(C=C)=O 1-(4-(3-(2-chlorophenyl)-1H-pyrazole-5-carbonyl)piperazin-1-yl)prop-2-en-1-one